5-formyl-2,4-dimethyl-3-pyrroleformic acid C(=O)C1=C(C(=C(N1)C)C(=O)O)C